N-(1-(2-fluorocyclopropyl)-2-oxo-1,2-dihydropyridin-3-yl)-7-isopropoxy-2-(1-methyl-2-oxabicyclo[2.1.1]hex-4-yl)imidazo[1,2-a]pyridine-6-carboxamide FC1C(C1)N1C(C(=CC=C1)NC(=O)C=1C(=CC=2N(C1)C=C(N2)C21COC(C2)(C1)C)OC(C)C)=O